N'-{(2S,3R,4S)-2-[(3-chloro-2-fluorophenyl)methyl]-4-fluoropyrrolidin-3-yl}-N,N-dimethylsulfuric Diamide Hydrobromide Br.ClC=1C(=C(C=CC1)C[C@@H]1NC[C@@H]([C@@H]1NS(N(C)C)(=O)=O)F)F